C(N)(OC(CCCNCC1=NC=C(C=C1)C#CC1=CC=C(C=C1)C1=CC(=NO1)CN1C(=NC=C1)[C@H](C)OC1OCCCC1)(C)C)=O (2-(((5-((4-(3-((2-((1S)-1-((tetrahydro-2H-pyran-2-yl)oxy)ethyl)-1H-imidazol-1-yl)methyl)isoxazol-5-yl)phenyl)ethynyl)pyridin-2-yl)methyl)amino)ethyl)tert-butyl carbamate